tert-butyl (1R,5S,6r)-6-(6-((4-cyano-2-fluorobenzyl)oxy)pyridin-2-yl)-3-azabicyclo[3.1.0]hexane-3-carboxylate C(#N)C1=CC(=C(COC2=CC=CC(=N2)C2[C@H]3CN(C[C@@H]23)C(=O)OC(C)(C)C)C=C1)F